(1S,3R)-N-(5-chloro-4-(3-(1,1-difluoro-2-hydroxypropan-2-yl)-7-fluoro-2-methyl-2H-indazol-5-yl)pyridin-2-yl)-3-(2-cyanoacetamido)cyclohexane-1-carboxamide ClC=1C(=CC(=NC1)NC(=O)[C@@H]1C[C@@H](CCC1)NC(CC#N)=O)C1=CC2=C(N(N=C2C(=C1)F)C)C(C(F)F)(C)O